9-isobutoxy-1H-imidazo[4,5-c]quinolin-4-amine C(C(C)C)OC=1C=2C3=C(C(=NC2C=CC1)N)N=CN3